C(C1=CC=CC=C1)OC1CC2(CC1)OCCNC2 2-(benzyloxy)-6-oxa-9-azaspiro[4.5]decane